(2s,4s)-4-benzyloxy-2-[(3-chloro-4-fluoro-phenyl)-carbamoyl]pyrrolidine-1-carboxylic acid tert-butyl ester C(C)(C)(C)OC(=O)N1[C@@H](C[C@@H](C1)OCC1=CC=CC=C1)C(NC1=CC(=C(C=C1)F)Cl)=O